CN(C(CN1C2=C(OC(C1=O)(F)F)C=C(C(=C2)C2=C(C(=C(C(=C2)F)F)F)F)F)=O)CCC(=O)OC methyl 3-(N-methyl-2-(2,2,7-trifluoro-3-oxo-6-(2,3,4,5-tetrafluorophenyl)-2,3-dihydro-4H-benzo[b][1,4]oxazin-4-yl)acetamido)propanoate